1-(dimethoxyphosphoryl)propane COP(=O)(OC)CCC